(R)-2-(1-(indolin-5-yl)propan-2-yl)isoindoline-1,3-dione N1CCC2=CC(=CC=C12)C[C@@H](C)N1C(C2=CC=CC=C2C1=O)=O